2-ethylbenzofuran-4,5,6,7-d4 zirconium [Zr].C(C)C=1OC2=C(C1)C(=C(C(=C2[2H])[2H])[2H])[2H]